CN1C2=C(C3=C1C(N(N=C3)CC3=NN(C=C3)C)=O)SC=N2 4-methyl-6-((1-methyl-1H-pyrazol-3-yl)methyl)-4H-thiazolo[5',4':4,5]Pyrrolo[2,3-d]Pyridazin-5(6H)-one